ClC=1N=CC=2SCC(N(C2N1)CC1=CC=C(C=C1)C=1N(C=C(N1)C(F)(F)F)C)=O 2-chloro-8-(4-(1-methyl-4-(trifluoromethyl)-1H-imidazol-2-yl)benzyl)-6H-pyrimido[5,4-b][1,4]thiazin-7(8H)-one